(S)-5-((((6-(3-bromo-2-chlorophenyl)-2-methoxypyridin-3-yl)methyl)amino)methyl)pyrrolidin-2-one BrC=1C(=C(C=CC1)C1=CC=C(C(=N1)OC)CNC[C@@H]1CCC(N1)=O)Cl